2-[[3-[[3-chloro-6-[3,6-dihydro-3-methyl-2,6-dioxo-4-(trifluoromethyl)-1(2H)pyrimidinyl]-5-fluoro-2-pyridinyl]oxy]-2-pyridinyl]oxy]-acetic acid methyl ester COC(COC1=NC=CC=C1OC1=NC(=C(C=C1Cl)F)N1C(N(C(=CC1=O)C(F)(F)F)C)=O)=O